O1N(CCCC1)C(=O)[C@H]1N2C(N([C@H](CC1)C2)OS(=O)(=O)O)=O.[Na] sodium (2S,5R)-2-(1,2-oxazinan-2-ylcarbonyl)-6-(sulfooxy)-1,6-diazabicyclo[3.2.1]-octan-7-one